ClC=1C=C(C=CC1Cl)C1=CC=C(C=C1)NC(C(CCCC)NC)=O N-(3',4'-dichloro-[1,1'-biphenyl]-4-yl)-2-(methylamino)hexanamide